potassium 2-chloro-3-(5-hydroxytetralin-6-yl)-6-oxo-5-phenyl-7H-thieno[2,3-b]pyridin-4-olate ClC1=C(C2=C(NC(C(=C2[O-])C2=CC=CC=C2)=O)S1)C=1C(=C2CCCCC2=CC1)O.[K+]